O1C(=NC2=C1C=CC=C2)C=2C(=C(C(=C(C2N2C1=CC=C(C=C1C=1C=C(C=CC21)C#N)C#N)C#N)C=2C=CC1=C(OC3=C1C=CC=C3)C2)N2C3=CC=C(C=C3C=3C=C(C=CC23)C#N)C#N)N2C3=CC=C(C=C3C=3C=C(C=CC23)C#N)C#N 9,9',9''-(3-(benzo[d]oxazol-2-yl)-5-cyano-6-(dibenzo[b,d]furan-3-yl)benzene-1,2,4-triyl)tris(9H-carbazole-3,6-dicarbonitrile)